isopropyl (2S)-2-[[[(2R,3R,4R,5R)-5-(2,4-dioxopyrimidin-1-yl)-4-fluoro-3-hydroxy-4-methyl-tetrahydrofuran-2-yl]methoxy-phenoxy-phosphoryl]amino]propanoate O=C1N(C=CC(N1)=O)[C@H]1[C@]([C@@H]([C@H](O1)COP(=O)(OC1=CC=CC=C1)N[C@H](C(=O)OC(C)C)C)O)(C)F